Cl.Cl.CN(C1=NC=C(C=N1)N)C N2,N2-dimethylpyrimidine-2,5-diamine 2HCl